BrC1=CC(=C(C=C1)F)C1CC1 4-bromo-2-cyclopropyl-1-fluorobenzene